The molecule is conjugate base of prostaglandin I2. It has a role as a human metabolite. It is a conjugate base of a prostaglandin I2. CCCCC[C@@H](/C=C/[C@H]1[C@@H](C[C@H]2[C@@H]1C/C(=C/CCCC(=O)[O-])/O2)O)O